ClC1=NC=CC(=C1)C=1C=C(C=CC1C)NC(C1=CN=C(C=C1)C(F)F)=O N-(3-(2-chloropyridin-4-yl)-4-methylphenyl)-6-(difluoromethyl)nicotinamide